(R)-3-(5-bromo-3-((2-(2-ethoxy-2-oxo-ethyl)-3-methylphenoxy)methyl)-1H-indazol-1-yl)pyrrolidine-1-carboxylic acid tert-butyl ester C(C)(C)(C)OC(=O)N1C[C@@H](CC1)N1N=C(C2=CC(=CC=C12)Br)COC1=C(C(=CC=C1)C)CC(=O)OCC